S1C2=C(C=C1)C(=CC=C2)N2CCN(CC2)CCCCOC2=CC=C1C(CC(N(C1=C2)COC(NCCCCCCCCCCCCCCCCCC)=O)=O)(C)C N-Octadecylcarbamic acid 7-[4-(4-benzo[b]thiophen-4-ylpiperazin-1-yl)butoxy]-4,4-dimethyl-2-oxo-3,4-dihydro-2H-quinolin-1-ylmethyl ester